1-(6-bromoimidazo[1,2-a]pyridin-3-yl)-N-methyl-methylamine BrC=1C=CC=2N(C1)C(=CN2)CNC